4-(7-bromo-6-chloro-8-methoxy-2-oxo-1,2-dihydro-quinazolin-4-yl)piperazine-1-carboxylic acid tert-butyl ester C(C)(C)(C)OC(=O)N1CCN(CC1)C1=NC(NC2=C(C(=C(C=C12)Cl)Br)OC)=O